C(C)(C)(C)OC(=O)N[C@H](C(=O)OC(C)(C)C1=CC=CC=C1)CC(=O)OC1=C(C=CC=C1C)SSCC 4-(2-(ethyldisulfanyl)-6-methylphenyl) 1-(2-phenylpropan-2-yl) (S)-2-((tert-butoxycarbonyl)amino)succinate